3-(4-(((1s,4s)-4-(aminomethyl)cyclohexyl)(3,3-dimethylbutyl)amino)-1-oxoisoindolin-2-yl)piperidine-2,6-dione NCC1CCC(CC1)N(C1=C2CN(C(C2=CC=C1)=O)C1C(NC(CC1)=O)=O)CCC(C)(C)C